(2R,4R)-1-(3-chloro-2-fluorobenzyl)-4-((4-ethyl-3,5-dimethyl-6-((5-methyl-1H-pyrazol-3-yl)amino)pyridin-2-yl)methyl)-2-methyl-piperidine-4-carboxylic acid ClC=1C(=C(CN2[C@@H](C[C@@](CC2)(C(=O)O)CC2=NC(=C(C(=C2C)CC)C)NC2=NNC(=C2)C)C)C=CC1)F